N-(1''-(2-(cyclopentyl(hydroxy)methyl)isonicotinoyl)dispiro[cyclopropane-1,1'-cyclohexane-4',3''-indolin]-5''-yl)methanesulfonamide C1(CCCC1)C(C=1C=C(C(=O)N2CC3(C4=CC(=CC=C24)NS(=O)(=O)C)CCC2(CC3)CC2)C=CN1)O